C1(CCCC1)N1N=C(C=C1C1=C(C=CC=C1)C(F)(F)F)C(=O)N[C@H](CC(=O)O)C(NC1CCOCC1)=O (R)-3-(1-cyclopentyl-5-(2-(trifluoromethyl)phenyl)-1H-pyrazole-3-carboxamido)-4-oxo-4-((tetrahydro-2H-pyran-4-yl)amino)butanoic acid